2-bromo-3-(ethylsulfanyl)-N-(1-methyl-1H-tetrazol-5-yl)-4-(trifluoromethyl)benzamide BrC1=C(C(=O)NC2=NN=NN2C)C=CC(=C1SCC)C(F)(F)F